C(C)(=O)O.C(C1=CC=CC=C1)OC1C=CC1 (3-benzyloxycyclobutene) acetate